F\C(=C/CNC(OC(C)(C)C)=O)\C(S(=O)(=O)C=1C=CC=C2C=CC=NC12)(F)F tert-butyl (Z)-(3,4,4-trifluoro-4-(quinolin-8-ylsulfonyl)but-2-en-1-yl)carbamate